2-(5-((6,7-dimethoxyquinazolin-4-yl)(methyl)amino)pentyl)isoindoline-1,3-dione COC=1C=C2C(=NC=NC2=CC1OC)N(CCCCCN1C(C2=CC=CC=C2C1=O)=O)C